12,12-dimethyl-2λ6-thia-3,9,11,18,23-pentaazatetracyclo[17.3.1.111,14.05,10]tetracosa-1(22),5(10),6,8,19(23),20-hexaene-2,2,4-trione CC1(N2C=3N=CC=CC3C(NS(C3=CC=CC(NCCCC(C1)C2)=N3)(=O)=O)=O)C